C(C(=O)O)(=O)O.O1CCCC1 tetrahydrofuran oxalate